methyl 4-((6-((aminooxy)methyl)-2-phenylimidazo[1,2-a]pyridin-3-yl)amino)benzoate NOCC=1C=CC=2N(C1)C(=C(N2)C2=CC=CC=C2)NC2=CC=C(C(=O)OC)C=C2